C=C(OC=O)CCC methylene-1,3-dioxan-heptaneN